benzyl (2S)-2-(benzyloxycarbonylamino)-6-[[4-(benzyloxycarbonyl-amino)-1-[(2R,3R,4S,5R)-3,4-dihydroxy-5-(hydroxymethyl)tetrahydrofuran-2-yl]pyrimidin-2-ylidene]amino]hexanoate C(C1=CC=CC=C1)OC(=O)N[C@H](C(=O)OCC1=CC=CC=C1)CCCCN=C1N(C=CC(=N1)NC(=O)OCC1=CC=CC=C1)[C@@H]1O[C@@H]([C@H]([C@H]1O)O)CO